5-(2-chloro-6-fluorobenzyl)-4-((6,6-difluorobicyclo[3.1.0]hexan-3-yl)methyl)-2-methyl-2,4-dihydro-3H-1,2,4-triazol-3-one ClC1=C(CC=2N(C(N(N2)C)=O)CC2CC3C(C3C2)(F)F)C(=CC=C1)F